2,6-dimethylphenylchloride CC1=C(C(=CC=C1)C)Cl